ClC1=C(OCC=2C=C(C=CC2)C(C2CCN(CC2)CC2=NC3=C(N2CC2=CN=CN2CC)C=C(C=C3)C(=O)O)OC)C=CC(=C1)Cl 2-((4-((3-((2,4-dichlorophenoxy)methyl)phenyl)(methoxy)methyl)piperidin-1-yl)methyl)-1-((1-ethyl-1H-imidazol-5-yl)methyl)-1H-benzo[d]imidazole-6-carboxylic acid